1-[4-(1,1-dioxido-4-oxo-1,2,5-thiadiazolidin-2-yl)-3-fluoro-5-hydroxyphenyl]-3-[4-(piperazin-1-yl)phenyl]urea hydrochloride Cl.O=S1(N(CC(N1)=O)C1=C(C=C(C=C1O)NC(=O)NC1=CC=C(C=C1)N1CCNCC1)F)=O